FC=1C=NC2=C(C=C(C=C2C1N([C@@H](C)C=1N(N=CN1)C1=NC=CC=N1)C)C(F)(F)F)C(F)(F)F 3-fluoro-N-methyl-N-[(1S)-1-(2-pyrimidin-2-yl-1,2,4-triazol-3-yl)ethyl]-6,8-bis(trifluoromethyl)quinolin-4-amine